(3-fluoro-bicyclo[1.1.1]pent-1-yl)methylamine hydrochloride Cl.FC12CC(C1)(C2)CN